ClC=1C2=C(N=C(N1)C=1N(C=CN1)CCOC)SC(=C2C2=CC=CC=C2)C2=NN(C=C2)C 4-Chloro-2-(1-(2-methoxyethyl)-1H-imidazol-2-yl)-6-(1-methyl-1H-pyrazol-3-yl)-5-phenylthieno[2,3-d]pyrimidine